FC=1C(=C(C=CC1F)[C@@H]1[C@H](O[C@]([C@@H]1C)(C(F)(F)F)C)C(=O)NC=1C=C(C=NC1)C(=O)N)OC 5-[[(2S,3r,4r,5r)-3-(3,4-difluoro-2-methoxy-phenyl)-4,5-dimethyl-5-(trifluoromethyl)tetrahydrofuran-2-carbonyl]amino]pyridine-3-carboxamide